2-(benzo[d]thiazol-2-yl)benzene-1,4-diol S1C(=NC2=C1C=CC=C2)C2=C(C=CC(=C2)O)O